5-(4-fluorophenyl)-1,3,4-oxadiazole FC1=CC=C(C=C1)C1=NN=CO1